ClC1=CC=C(C=C1)C1N(CCNC1)CC 4-chlorophenyl-ethyl-piperazine